4'-nitro-[1,1'-biphenyl]-4-carboxylic acid [N+](=O)([O-])C1=CC=C(C=C1)C1=CC=C(C=C1)C(=O)O